ClC1=C(C=C(C(=N1)N)[N+](=O)[O-])Br 6-chloro-5-bromo-3-nitropyridin-2-amine